3-chloro-5-((4-(1,1-difluoroethyl)-1-((6-(1,1-difluoroethyl)-3-methoxypyridazin-4-yl)methyl)-6-oxo-1,6-dihydropyrimidin-5-yl)oxy)benzonitrile ClC=1C=C(C#N)C=C(C1)OC1=C(N=CN(C1=O)CC1=C(N=NC(=C1)C(C)(F)F)OC)C(C)(F)F